[8-(3-Chloro-6-fluoro-2-hydroxy-phenyl)-3,8-diazabicyclo[3.2.1]oct-3-yl]-(2-chloro-4-fluoro-phenyl)methanone ClC=1C(=C(C(=CC1)F)N1C2CN(CC1CC2)C(=O)C2=C(C=C(C=C2)F)Cl)O